4,4-difluoro-2-methylpyrrole FC1(C=C(N=C1)C)F